[Na].N1N=NN=C1C=1C=C(C=CC1)N1C2=C(NC(CC1=O)=O)C1=CC=CC=C1C=C2 5-[3-(1H-tetrazol-5-yl)phenyl]-1H-naphtho[1,2-b][1,4]diazepine-2,4(3H,5h)-dione sodium salt